C1(=CC=CC=C1)N1N=CC(=C1C)C(=O)NN=CC=1SC=CC1 1-phenyl-5-methyl-N'-(1-(2-thienyl)methylene)-1H-pyrazole-4-carboxylic acid hydrazide